C[Si](CCOCN1C=NC2=C1C=C(C=C2)CO)(C)C (3-[[2-(trimethylsilyl)ethoxy]methyl]-1,3-benzodiazol-5-yl)methanol